C1(CCCC1)C1CCCC1 cyclopentyl-(cyclopentane)